C(C)(C)(C)OC(=O)N1C[C@@H](CC1)OC(=O)N1CCCCC1 Piperidine-1-carboxylic acid [(3R)-1-tert-butoxycarbonylpyrrolidin-3-yl]Ester